palladium(0) tetrakis(triphenyl-phosphine) C1(=CC=CC=C1)P(C1=CC=CC=C1)C1=CC=CC=C1.C1(=CC=CC=C1)P(C1=CC=CC=C1)C1=CC=CC=C1.C1(=CC=CC=C1)P(C1=CC=CC=C1)C1=CC=CC=C1.C1(=CC=CC=C1)P(C1=CC=CC=C1)C1=CC=CC=C1.[Pd]